C(CC)OC(=O)N1CN=CC2=C(C=C(C=C12)NC(=O)OCCC)Br 5-bromo-7-((propoxycarbonyl)amino)quinazoline-1(2H)-carboxylic acid propyl ester